tert-butyl 2-(3-(((benzyloxy)carbonyl)amino)azetidin-1-yl)-4-methoxy-5,6-dihydropyrido[3,4-d]pyrimidine-7(8H)-carboxylate C(C1=CC=CC=C1)OC(=O)NC1CN(C1)C=1N=C(C2=C(N1)CN(CC2)C(=O)OC(C)(C)C)OC